[4-[4-[5-methyl-4-(trifluoromethyl)-2-pyridyl]piperazin-1-yl]sulfonylphenyl]benzamide (S)-Benzyl-2-(3-Amino-2-oxoazepan-1-yl)acetate C(C1=CC=CC=C1)OC(CN1C([C@H](CCCC1)N)=O)=O.CC=1C(=CC(=NC1)N1CCN(CC1)S(=O)(=O)C1=CC=C(C=C1)C1=C(C(=O)N)C=CC=C1)C(F)(F)F